CN1N=C(C=C1C=1OC(=NN1)CCCC1=CC=C(C=C1)C1=C(C=CC=C1)F)C 2-(1,3-dimethyl-1H-pyrazol-5-yl)-5-(3-(2'-fluoro-[1,1'-biphenyl]-4-yl)propyl)-1,3,4-oxadiazole